2-bromo-4-methylbicyclo[4.2.0]octa-1(6),2,4-trien-3-amine BrC=1C=2CCC2C=C(C1N)C